[N+](=O)([O-])C1=C(C=CC=C1)N1CCC(CC1)CN1CCOCC1 4-{[1-(2-Nitrophenyl)piperidin-4-yl]methyl}morpholine